4-((2-((3R,4S)-3-amino-4-methylpiperidin-1-yl)-1H-benzo[d]imidazol-1-yl)methyl)benzonitrile 2,2,2-trifluoroacetate FC(C(=O)O)(F)F.N[C@H]1CN(CC[C@@H]1C)C1=NC2=C(N1CC1=CC=C(C#N)C=C1)C=CC=C2